N,1-dimethyl-1H-imidazole-2-carboxamide CNC(=O)C=1N(C=CN1)C